1'-citraconimido-4,4'-methylenebiphenyl C1(C(C)=CC(N1C12CC=C(C=C1)CC1=CC=C2C=C1)=O)=O